BrC=1C=C(C(=O)C2=CC=C(C=C2)C)C=CC1 3-bromo-4'-methylbenzophenone